9-(2-chloro-2-deoxy-β-D-arabinofuranosyl)-9H-purin-6-amine Cl[C@@H]1[C@@H](O[C@@H]([C@H]1O)CO)N1C2=NC=NC(=C2N=C1)N